FC1=CC=C(C=C1)C(=C)NC(C1=CC=CC=C1)=O N-(1-(4-fluorophenyl)vinyl)benzamide